CNC1=CC(=NC(=C1)C)NC1=C(C(=C2C(=N1)CCO2)C=2CCCN(CC2)C([2H])([2H])[2H])C N4,6-dimethyl-N2-[6-methyl-7-[1-(trideuteriomethyl)-2,3,4,7-tetrahydroazepin-5-yl]-2,3-dihydrofuro[3,2-b]pyridin-5-yl]pyridine-2,4-diamine